ClC=1C=C2C(=CC1)N(C(C21CCN(CC1)CCOC1=CC(=C(C=C1)NS(=O)(=O)C)C(F)(F)F)=O)CCO N-(4-{2-[5-chloro-1-(2-hydroxyethyl)-2-oxo-1,2-dihydrospiro[indole-3,4'-piperidin]-1'-yl]ethoxy}-2-(trifluoromethyl)phenyl)methanesulfonamide